(R)-tert-butyl (1-hydroxypropan-2-yl)carbamate OC[C@@H](C)NC(OC(C)(C)C)=O